FC=1C=C(C=C(C1C)F)C1CCC2=NNC(N21)=O 5-(3,5-difluoro-4-methylphenyl)-2,5,6,7-tetrahydro-3H-pyrrolo[2,1-c][1,2,4]triazol-3-one